N1=C(C=CC=C1)CCC(=O)N 3-(2-pyridyl)propanamide